2-(hydroxymethyl)cyclopropanecarboxylic acid benzyl ester C(C1=CC=CC=C1)OC(=O)C1C(C1)CO